FC=1C=C(C(=C(C1)B1OC(C(O1)(C)C)(C)C)C)[N+](=O)[O-] 2-(5-fluoro-2-methyl-3-nitrophenyl)-4,4,5,5-tetramethyl-1,3,2-dioxaborolan